CN1N=CC(=C1)NC1=NC=C2C(=N1)N(N(C2=O)CC=C)C2=NC(=CC=C2)OC2CC1CCC(C2)N1C 6-[(1-methyl-1H-pyrazol-4-yl)amino]-1-(6-{[(cis)-8-methyl-8-azabicyclo[3.2.1]octan-3-yl]oxy}pyridin-2-yl)-2-(prop-2-en-1-yl)-1H,2H,3H-pyrazolo[3,4-d]pyrimidin-3-one